C(C)(C)OC([C@@](CC(C)(C)C)(C=1C=C2C=CC(=NC2=CC1)C1CC1)NC(=O)OCC1=CC=CC=C1)=O (R)-2-(((benzyloxy)carbonyl)amino)-2-(2-cyclopropylquinolin-6-yl)-4,4-dimethylvaleric acid isopropyl ester